(S)-N-((R)-Cyclopropyl(1-((2-(trimethylsilyl)ethoxy)methyl)-1H-benzo[d]imidazol-5-yl)methyl)-2-methylpropane-2-sulfinamide C1(CC1)[C@@H](N[S@@](=O)C(C)(C)C)C1=CC2=C(N(C=N2)COCC[Si](C)(C)C)C=C1